5-(2-(Dimethylamino)ethoxy)-2-methyl-N-(1-(2-methylbenzo[d]thiazol-7-yl)cyclopropyl)benzamide CN(CCOC=1C=CC(=C(C(=O)NC2(CC2)C2=CC=CC=3N=C(SC32)C)C1)C)C